2-(2,6-dioxopiperidin-3-yl)-4-(((1-(1-(1-ethynylcyclobutane-1-carbonyl)piperidin-4-yl)-1H-pyrazol-4-yl)methyl)amino)isoindoline-1,3-dione O=C1NC(CCC1N1C(C2=CC=CC(=C2C1=O)NCC=1C=NN(C1)C1CCN(CC1)C(=O)C1(CCC1)C#C)=O)=O